Methyl 6-chloro-5-cyclopropyl-3-[(1,5-dimethylpyrazol-4-yl)amino]pyrazine-2-carboxylate ClC1=C(N=C(C(=N1)C(=O)OC)NC=1C=NN(C1C)C)C1CC1